C1(CC1)CN1[C@H]2[C@@]3(CC[C@@H]([C@H]4[C@@]3(C=3C(=C(C=CC3C2)O)O4)CC1)NC)O 17-Cyclopropylmethyl-3,14-dihydroxy-4,5a-epoxy-6a-methylaminomorphinan